ClC1=CC(=C(C=C1OCC#C)C1C2=C(C(=O)NC2=O)CCC1)F (4-chloro-2-fluoro-5-propargyloxyphenyl)-3,4,5,6-tetrahydrophthalimide